[4-(3,6-diphenyl-9H-carbazol-9-yl)butyl]phosphoric acid C1(=CC=CC=C1)C=1C=CC=2N(C3=CC=C(C=C3C2C1)C1=CC=CC=C1)CCCCOP(O)(O)=O